COC1=C(C(=O)O)C(=CC(=C1)OC)\C=C\C=1N(C=CC1)C (E)-2,4-dimethoxy-6-[2-(1-methyl-1H-pyrrol-2-yl)ethenyl]benzoic acid